Cl.NCCCC(=O)N1CCN(CC1)CCCC=1C=CC=2C3=C(C(=NC2C1)N)N=C(N3CC(CO)(C)CO)COCC 4-Amino-1-(4-(3-(4-amino-2-(ethoxymethyl)-1-(3-hydroxy-2-(hydroxymethyl)-2-methylpropyl)-1H-imidazo[4,5-c]quinolin-7-yl)propyl)piperazin-1-yl)butan-1-one HCl salt